C1(CCCCC1)CCC(=O)OCCC(CCC(CCC(CCCCC)CCS[C@H]1[C@@H](CCCC1)OC(CCC1CCCCC1)=O)N(C)CCCCO[Si](C1=CC=CC=C1)(C1=CC=CC=C1)C(C)(C)C)CCCCC |o1:28,29| 6-((4-((tert-butyldiphenylsilyl)oxy)butyl)(methyl)amino)-9-(2-(((1R*,2R*)-2-((3-cyclohexylpropanoyl)oxy)-cyclohexyl)thio)ethyl)-3-pentyltetradecyl 3-cyclohexylpropan-oate